C(C)(=O)OC1=CC=C(C=C1)[S+](C)C 4-Acetoxyphenyl-(dimethyl)sulfonium